COC(=O)C=1N=C(OC1C1=CNC2=CC=CC=C12)[C@H](CC1=CC=CC=C1)NC(=S)NCC1=CC=CC=C1 (S)-2-(1-(3-benzylthioureido)-2-phenylethyl)-5-(1H-indol-3-yl)-oxazole-4-carboxylic acid methyl ester